Methyl-4-methoxy-5-vinyl-methyl-pyridine CC=1C(=NC=C(C1OC)C=C)C